(S)-7-((5-(3-(2-hydroxypropan-2-yl)piperidin-1-yl)pyridin-2-yl)amino)-4-(1-methyl-1H-imidazol-5-yl)-2,3-dihydro-1H-pyrrolo[3,4-c]pyridin-1-one OC(C)(C)[C@@H]1CN(CCC1)C=1C=CC(=NC1)NC=1C2=C(C(=NC1)C1=CN=CN1C)CNC2=O